ONP(O)=O HYDROXYAMINOPHOSPHINIC ACID